N-(3-(2-aminopropyl)-1,2,4-thiadiazol-5-yl)-2-methyl-5-(3-(trifluoromethyl)phenyl)furan-3-carboxamide NC(CC1=NSC(=N1)NC(=O)C1=C(OC(=C1)C1=CC(=CC=C1)C(F)(F)F)C)C